6-(4-bromobenzylidene)-5-oxo-5,6,7,8-tetrahydronaphthalene-2-carboxylic acid BrC1=CC=C(C=C2C(C=3C=CC(=CC3CC2)C(=O)O)=O)C=C1